8-bromo-2-methyl-quinazolin-4-amine BrC=1C=CC=C2C(=NC(=NC12)C)N